4-chloro-2-cyclobutoxy-N-((6-methoxypyridin-3-yl)methyl)nicotinamide ClC1=CC=NC(=C1C(=O)NCC=1C=NC(=CC1)OC)OC1CCC1